C1=CC=CC=2C3=CC=CC=C3C(C12)COC(=O)N[C@H](C(=O)O)CCNC(C(C)(C)C)=O (S)-2-((((9H-fluoren-9-yl)methoxy)carbonyl)amino)-4-pivalamidobutanoic acid